FC1=C(CN2C(C3=CC=C(C=C3C=C2)C2=CC(=CC=C2)C(F)(F)F)=O)C=CC=C1 2-(2-fluorobenzyl)-6-(3-(trifluoromethyl)phenyl)isoquinolin-1(2H)-one